3-cyanopropyl (2S,5R,6R)-3,3-dimethyl-7-oxo-6-(2-phenylacetamido)4-thia-1-azabicyclo[3.2.0]heptane-2-carboxylate CC1([C@@H](N2C([C@H]([C@H]2S1)NC(CC1=CC=CC=C1)=O)=O)C(=O)OCCCC#N)C